C(C)(C)(C)OC(=O)N1CC(CC1)N1N=CC(=C1)B(O)O (1-(1-(tert-butoxycarbonyl)pyrrolidin-3-yl)-1H-pyrazol-4-yl)boronic acid